N1=CC(=CC=C1)O (S)-3-pyridinol